propan-2-yl 1-{[(benzyloxy) carbonyl]amino}-3,3-dimethoxycyclobutane-1-carboxylate C(C1=CC=CC=C1)OC(=O)NC1(CC(C1)(OC)OC)C(=O)OC(C)C